3-[[2-Fluoro-4-(trifluoromethyl)phenyl]methoxy]azetidine tert-butyl-4-(3,4-difluorophenyl)-4-hydroxy-2-oxopiperidine-1-carboxylate C(C)(C)(C)OC(=O)N1C(CC(CC1)(O)C1=CC(=C(C=C1)F)F)=O.FC1=C(C=CC(=C1)C(F)(F)F)COC1CNC1